C(C=C)(=O)OC(C(C(C(C(C(C(C(F)(F)F)(F)F)(F)F)(F)F)(F)F)(F)F)(F)F)(F)F perfluoro-octanol acrylate